3-(5-chloro-1,3-thiazol-2-yl)-N-[(1R)-1-(5-methylpyrazin-2-yl)ethyl]-5-[(3S)-tetrahydrofuran-3-yloxy]benzamide ClC1=CN=C(S1)C=1C=C(C(=O)N[C@H](C)C2=NC=C(N=C2)C)C=C(C1)O[C@@H]1COCC1